N1C=CC2=CC=C(C=C12)NC(=O)NC1=CC2=C(SCCN2C2=CC=CC=C2)C=C1 1-(1H-indol-6-yl)-3-(4-phenyl-3,4-dihydro-2H-benzo[b][1,4]thiazin-6-yl)urea